FC(OC=1C(=CC(=NC1)C)C1=C(C=NC(=C1)C)C(=O)OC)F methyl 5'-(difluoromethoxy)-2',6-dimethyl-(4,4'-bipyridine)-3-carboxylate